2-[1-[4-[(2,6-dioxo-3-piperidyl)amino]-2-fluoro-phenyl]pyrrolidin-3-yl]acetic acid O=C1NC(CCC1NC1=CC(=C(C=C1)N1CC(CC1)CC(=O)O)F)=O